3-pyrimidin-5-yl-1H-pyrrolo[2,3-b]pyridin N1=CN=CC(=C1)C1=CNC2=NC=CC=C21